COC1=CC2=C(C=3C=C(OC31)C)C(=C(S2)C(CCC(=O)O)=O)C 4-(4-methoxy-2,8-dimethylthieno[3,2-e]benzofuran-7-yl)-4-oxobutanoic acid